5-fluoro-2-(2-methyl-6-nitro-1H-benzimidazol-1-yl)-N-[4-(trifluoromethyl)phenyl]pyrimidine FC=1C=NC(N(C1)C1=CC=C(C=C1)C(F)(F)F)N1C(=NC2=C1C=C(C=C2)[N+](=O)[O-])C